N-(5-(benzo[b]thiophen-3-yl)-4-isopropylthiazol-2-yl)acetamide S1C2=C(C(=C1)C1=C(N=C(S1)NC(C)=O)C(C)C)C=CC=C2